CN1C=CC=2C(=NC=CC21)C=O (1-methyl-1H-pyrrolo[3,2-c]pyridin-4-yl)methanone